O1C(COCC1)CN(C1CCC(CC1)N(C1=C(C(N(C=2C=CC(=NC12)C#N)C)=O)F)C)C1=CC=C(C=C1)F 8-((4-(((1,4-dioxan-2-yl)methyl)(4-fluorophenyl)amino)cyclohexyl)(methyl)amino)-7-fluoro-5-methyl-6-oxo-5,6-dihydro-1,5-naphthyridine-2-carbonitrile